FC(C1=C(C=CC=C1)C=1C(NC=CC1)=O)(F)F 2-(trifluoromethyl)phenyl-pyridin-2-one